NC1=C(C=CC(=C1)CN1C(C(=C(C1=O)Cl)Cl)O)N1CCN(CC1)C([C@H](C)N(C(OC(C)(C)C)=O)C)=O tert-Butyl ((2S)-1-(4-(2-amino-4-((3,4-dichloro-2-hydroxy-5-oxo-2,5-dihydro-1H-pyrrol-1-yl)methyl)phenyl)piperazin-1-yl)-1-oxopropan-2-yl)(methyl)carbamate